ClC=1C=CC(=C(C(=O)N2C3CC([C@@H]([C@@H]2CNC2=NC=C(C=N2)C(F)(F)F)C)C3)C1)N1N=CC=N1 N-{[(3R,4S)-2-[5-Chloro-2-(2H-1,2,3-triazol-2-yl)benzoyl]-4-methyl-2-azabicyclo[3.1.1]heptan-3-yl]methyl}-5-(trifluoromethyl)pyrimidin-2-amin